C(C)(=O)[O-].C(C)(=O)[O-].[Pd+2].C(CCC)P (n-butyl)phosphine palladium diacetate